BrC=1C=CC(=C(C1)C1N(CCC1)C)Cl 2-(5-bromo-2-chlorophenyl)-1-methylpyrrolidine